C(C)(C)(C)OC(=O)N1C[C@@H](CC1)NC=1C=C2C(=CN=NC2=CC1)N[C@H](C)C1=C(C(=CC=C1)C(F)F)F (R)-3-(4-((R)-1-(3-(difluoromethyl)-2-fluorophenyl)ethylamino)cinnolin-6-ylamino)pyrrolidine-1-carboxylic acid tert-butyl ester